N-(1,3-thiazol-2-ylmethyl)carbamate S1C(=NC=C1)CNC([O-])=O